methyl (R)-11-chloro-12-(3-hydroxy-3-methylbut-1-yn-1-yl)-3,3-dimethyl-8-oxo-2,3,8,13b-tetrahydro-1H-pyrido[2,1-a]pyrrolo[1,2-c]phthalazine-7-carboxylate ClC=1C(=CC=2[C@@H]3N(N4C(C2C1)=CC(C(=C4)C(=O)OC)=O)C(CC3)(C)C)C#CC(C)(C)O